FC=1C=CC2=C(C3C(O2)C3C(=O)NCC3=CC(=CC(=C3)C)F)C1 exo-5-fluoro-N-[(3-fluoro-5-methylphenyl)methyl]-1a,6b-dihydro-1H-cyclopropa[b][1]benzofuran-1-carboxamide